N2-[4-[[(2S,5S)-2,5-dimethylpiperazin-1-yl]methyl]phenyl]-N4-[2-(6-methyl-2-pyridyl)pyrimidin-4-yl]pyrimidine-2,4-diamine C[C@@H]1N(C[C@@H](NC1)C)CC1=CC=C(C=C1)NC1=NC=CC(=N1)NC1=NC(=NC=C1)C1=NC(=CC=C1)C